(S)-1-(5-fluoro-2-(4-(5-(5-fluoropyridin-3-yl)-4,5-dihydro-1H-pyrazol-1-carbonyl)piperazin-1-yl)pyrimidin-4-yl)-5-methyl-1H-1,2,4-triazole-3-carbonitrile FC=1C(=NC(=NC1)N1CCN(CC1)C(=O)N1N=CC[C@H]1C=1C=NC=C(C1)F)N1N=C(N=C1C)C#N